BrC1=CC=C2C(=NC(=NC2=C1F)Cl)Cl 7-bromo-2,4-dichloro-8-fluoroquinazoline